CC1=C(C(=CC=C1)C)C1=NC(=NC(=C1C(F)(F)F)OC[C@@H](CC(C)C)NC1CC2(CC2)C1)NS(=O)(=O)C=1C=C(C(=O)O)C=CC1 3-[[4-(2,6-dimethylphenyl)-6-[(2R)-4-methyl-2-(spiro[2.3]hexan-5-ylamino)pentoxy]-5-(trifluoromethyl)pyrimidin-2-yl]sulfamoyl]benzoic acid